4-Chloro-4-oxobutyl isobutyrate C(C(C)C)(=O)OCCCC(=O)Cl